furanformate O1C(=CC=C1)C(=O)[O-]